N-(4-(3,3-Bis(hydroxymethyl)ureido)benzyl)-5-(4-(dimethylcarbamoyl)phenyl)-1-methyl-1H-indazole-3-carboxamide OCN(C(NC1=CC=C(CNC(=O)C2=NN(C3=CC=C(C=C23)C2=CC=C(C=C2)C(N(C)C)=O)C)C=C1)=O)CO